N-(2-(4-benzoylbenzamido)phenyl)isonicotinamide C(C1=CC=CC=C1)(=O)C1=CC=C(C(=O)NC2=C(C=CC=C2)NC(C2=CC=NC=C2)=O)C=C1